ClC1=CC=CC(=N1)OCC1=C(C=C(C#N)C=C1)CC(C=C)O 4-[(6-chloro-2-pyridyl)oxymethyl]-3-(2-hydroxybut-3-enyl)benzonitrile